4-(aminomethyl)-6-(1-methyl-5-phenyl-1H-pyrazol-4-yl)phthalazin-1(2H)-one NCC1=NNC(C2=CC=C(C=C12)C=1C=NN(C1C1=CC=CC=C1)C)=O